BrC=1C=C(C(=NC1)N)C1=NN(C=C1)C 5-bromo-3-(1-methyl-1H-pyrazol-3-yl)pyridin-2-amine